N-(3-(3,3-dimethyl-1-(4-methyl-4H-1,2,4-triazol-3-yl)cyclobutyl)phenyl)-5-(((2-fluoro-2-methylpropyl)amino)methyl)-2-oxo-1-(2,2,2-trifluoroethyl)-1,2-dihydropyridine-3-carboxamide CC1(CC(C1)(C1=NN=CN1C)C=1C=C(C=CC1)NC(=O)C=1C(N(C=C(C1)CNCC(C)(C)F)CC(F)(F)F)=O)C